6-fluoro-3-(1-(2-(8-fluoro-(1,2,4)triazolo[4,3-a]pyridin-3-yl)ethyl)pyrrolidin-3-yl)-1H-indole FC1=CC=C2C(=CNC2=C1)C1CN(CC1)CCC1=NN=C2N1C=CC=C2F